Cl.Cl.C12CN(CC(CC1)N2)CCOC2=C(C=C(C=C2)N2C1(CCC1)C(N(C2=S)C=2C=C(C(=NC2)C#N)C(F)(F)F)=O)CC 5-[5-[4-[2-(3,8-diazabicyclo[3.2.1]oct-3-yl)ethoxy]-3-ethyl-phenyl]-8-oxo-6-thioxo-5,7-diazaspiro[3.4]oct-7-yl]-3-(trifluoromethyl)pyridine-2-carbonitrile dihydrochloride